5-[4-(tert-butoxycarbonyl)piperazin-1-yl]-3-ethylcinnoline-8-carboxylic acid C(C)(C)(C)OC(=O)N1CCN(CC1)C1=C2C=C(N=NC2=C(C=C1)C(=O)O)CC